methyl 2-[9-(3-aminopropyl)-1,9-diazatricyclo[6.3.1.04,12]dodeca-2,4(12),5,7-tetraen-2-yl]-7-methoxy-1-methyl-benzimidazole-5-carboxylate NCCCN1C2=CC=CC=3C=C(N(CC1)C32)C3=NC2=C(N3C)C(=CC(=C2)C(=O)OC)OC